1-(2-(3-aminopropyl)-4-fluorophenyl)-3-(2-bromo-6-methoxypyridin-3-yl)-7-(trifluoromethyl)-2,3-dihydropyrido[4,3-d]pyrimidin-4(1H)-one, hydrochloride Cl.NCCCC1=C(C=CC(=C1)F)N1CN(C(C2=C1C=C(N=C2)C(F)(F)F)=O)C=2C(=NC(=CC2)OC)Br